2-chloro-6-((4-(1-isopropyl-4-(trifluoromethyl)-1H-imidazol-2-yl)benzyl)oxy)-7-(tetrahydro-2H-pyran-2-yl)-7H-purine ClC1=NC(=C2N(C=NC2=N1)C1OCCCC1)OCC1=CC=C(C=C1)C=1N(C=C(N1)C(F)(F)F)C(C)C